COCC1CN(CCO1)C=1C=CC=2N(C1)C=C(N2)C2=C1C=C(N=CC1=C(N=C2)NC)C2(CC2)C(=O)N [5-[6-[2-(methoxymethyl)morpholin-4-yl]imidazo[1,2-a]pyridin-2-yl]-8-(methylamino)-2,7-naphthyridin-3-yl]cyclopropanecarboxamide